OC1(CCN(CC1)C(=O)C=1C=C(C=CC1)C1=CC=C(C=C1)C(=O)N)CN1C=NN2C(C1=O)=CC=C2 3'-(4-hydroxy-4-((4-oxopyrrolo[2,1-f][1,2,4]triazin-3(4H)-yl)methyl)piperidine-1-carbonyl)-[1,1'-biphenyl]-4-carboxamide